4,6-dimethylpyrimidine-5-carbaldehyde CC1=NC=NC(=C1C=O)C